5,5'-oxo-di(methylene)difuran-2-formaldehyde O(CC1=CC=C(O1)C=O)CC1=CC=C(O1)C=O